C(C=C)(=O)OCCCCCCCCC[SiH2]C(Br)Br acryloxynonyldibromomethylsilane